(Z)-3-(1-((1H-Pyrazol-4-yl)amino)ethylidene)-5-(4-methylpyridin-3-yl)-1H-pyrrolo[2,3-c]pyridin-2(3H)-one N1N=CC(=C1)N\C(\C)=C\1/C(NC2=CN=C(C=C21)C=2C=NC=CC2C)=O